C(C)(C)(C)OC(NN=C1C(OC(C1)(C)C)(C)C)=O N-[(2,2,5,5-tetramethyltetrahydrofuran-3-ylidene)amino]Carbamic acid tert-butyl ester